ClCCC1=CC=C(C=C1)C=C 1-(2-chloroethyl)-4-vinylbenzene